OC=1C=C2C=NNC(C2=CC1)=O 6-hydroxyphthalazin-1(2H)-one